FC1=C2C(=NC=3N(C2=CC=C1)C(=NN3)C)N3CCCC1=C(C=CC=C31)C#CC(C(=O)O)(C)C 4-(1-(6-fluoro-1-methyl-[1,2,4]triazolo[4,3-a]quinazolin-5-yl)-1,2,3,4-tetrahydroquinolin-5-yl)-2,2-dimethylbut-3-ynoic acid